(7S)-2-[4-(4-methylphenoxy)phenyl]-7-(piperazin-1-yl)-4,5,6,7-tetrahydro-2H-pyrazolo[4,3-b]pyridine-3-carboxamide CC1=CC=C(OC2=CC=C(C=C2)N2N=C3C(NCC[C@@H]3N3CCNCC3)=C2C(=O)N)C=C1